N-((S)-1-((3S,4S)-3,4-Dihydroxypyrrolidin-1-yl)-3-methylbutan-2-yl)-4-fluoro-N,3-dimethylbenzamide O[C@H]1CN(C[C@@H]1O)C[C@H](C(C)C)N(C(C1=CC(=C(C=C1)F)C)=O)C